2-(1H-1,2,4-triazole-1-yl)ethane N1(N=CN=C1)CC